6-(((5-(4-(5-chloro-2-methoxyphenyl)-6-methylpyridin-3-carboxamido)-1,3,4-thiadiazol-2-yl)oxy)methyl)pyridine-3-carboxylic acid methyl ester COC(=O)C=1C=NC(=CC1)COC=1SC(=NN1)NC(=O)C=1C=NC(=CC1C1=C(C=CC(=C1)Cl)OC)C